ethyl-3-fluorobenzaldehyde C(C)C1=C(C=O)C=CC=C1F